C(C)(C)(C)C1=NC(=NO1)C(=O)NCC1(CCN(CC1)C=1C=2N(C=C(N1)C=1C=NN(C1)C)N=CC2)C 5-(tert-butyl)-N-((4-methyl-1-(6-(1-methyl-1H-pyrazol-4-yl)pyrazolo[1,5-a]pyrazin-4-yl)piperidin-4-yl)methyl)-1,2,4-oxadiazole-3-carboxamide